6-(2-chlorophenyl)-8-(4-fluorophenyl)-2-(methylthio)pyrido[2,3-d]pyrimidin-7(8H)-one ClC1=C(C=CC=C1)C1=CC2=C(N=C(N=C2)SC)N(C1=O)C1=CC=C(C=C1)F